5-Chloro-2-pyridylsulfamic acid sodium salt [Na+].ClC=1C=CC(=NC1)NS([O-])(=O)=O